C12(CCC(CC1)C2)C2C(=C(C(=O)CC2(C)C)C21CCC(CC2)C1)C di-norbornyl-isophorone